(Cis)-5-(4-{5-[5-fluoro-6-(2-methoxyethoxy)-1H-indazol-3-yl]-1,2-oxazol-3-yl}benzoyl)-hexahydro-1H-2λ6-thieno[3,4-c]pyrrole FC=1C=C2C(=NNC2=CC1OCCOC)C1=CC(=NO1)C1=CC=C(C(=O)N2C[C@@H]3[C@H](C2)C[SH4]C3)C=C1